methyltrifluoroethyl acrylate C(C=C)(=O)OC(C(F)(F)F)C